2-methyl-1-(3-(3-(4-(trifluoro-methyl)phenyl)-1H-pyrazolo[3,4-b]pyridin-1-yl)azetidin-1-yl)prop-2-en-1-one CC(C(=O)N1CC(C1)N1N=C(C=2C1=NC=CC2)C2=CC=C(C=C2)C(F)(F)F)=C